(7-(2-(4-(6-fluorobenzothiophen-4-yl)piperazin-1-yl)ethyl)-2-oxo-3,4-dihydroquinoline-1(2H)-yl)-2-(2-butoxyethoxy)acetic acid methyl ester COC(C(OCCOCCCC)N1C(CCC2=CC=C(C=C12)CCN1CCN(CC1)C1=CC(=CC2=C1C=CS2)F)=O)=O